(2'S,7R)-2-chloro-2'-methyl-spiro[4,5-dihydrothieno[2,3-c]pyran-7,4'-piperidine]-3-carbaldehyde ClC1=C(C2=C(S1)[C@@]1(C[C@@H](NCC1)C)OCC2)C=O